ClC=1C=C(C=CC1CC(C)C)C1=NC(=NO1)C1=CC=C(CN2CCC(CC2)(C(=O)O)C(C)C)C=C1 1-{4-[5-(3-Chloro-4-isobutyl-phenyl)-[1,2,4]-oxadiazol-3-yl]-benzyl}-4-isopropyl-piperidine-4-carboxylic acid